FC1(CCC(CC1)OC1=CC=C(C=C1)C=1C=C(C2=C(C=C(O2)CN)C1)C1=CC=C(C=C1)F)F (5-(4-(4,4-difluorocyclohexyloxy)phenyl)-7-(4-fluorophenyl)benzofuran-2-yl)methylamine